[Bi+3].C(C=C)(=O)[O-].C(C=C)(=O)[O-].C(C=C)(=O)[O-] acrylic acid bismuth salt